C(C)(C)(C)OC(=O)NC1CN(CCC1N1C(N(C2=NC(=NC=C2C1)SC)C)=O)C(=O)OCC1=CC=CC=C1 benzyl 3-(tert-butoxycarbonylamino)-4-(1-methyl-7-methylsulfanyl-2-oxo-4H-pyrimido[4,5-d]pyrimidin-3-yl)piperidine-1-carboxylate